methyl cis-3-(6-chloropyrazolo[3,4-d]pyrimidin-1-yl)cyclohexanecarboxylate ClC1=NC=C2C(=N1)N(N=C2)[C@H]2C[C@H](CCC2)C(=O)OC